C(C1=CC=CC=C1)OC([C@@](NC(=O)OC(C)(C)C)(CC1=CC(=C(C=C1)OCC)I)C)=O (S)-N-Boc-3-iodo-O-ethyl-alpha-methyl-tyrosine benzyl ester